BrC=1C=C(C=CC1)C(C(F)(F)F)=O 3'-bromo-2,2,2-trifluoroacetophenone